Ethyl (E)-3-(thiazol-2-yl)acrylate S1C(=NC=C1)/C=C/C(=O)OCC